6-chloro-3-((2-ethoxy-2-oxo-N-(2-oxoethyl)acetamido)methyl)pyridazine-1-oxide ClC1=CC=C(N=[N+]1[O-])CN(C(C(=O)OCC)=O)CC=O